(S)-(4-fluoro-2-methylphenyl)(3-(4-((1-(3-fluoropropyl)pyrrolidin-3-yl)amino)phenoxy)-6-hydroxybenzo[b]thiophen-2-yl)methanone FC1=CC(=C(C=C1)C(=O)C1=C(C2=C(S1)C=C(C=C2)O)OC2=CC=C(C=C2)N[C@@H]2CN(CC2)CCCF)C